1-(2-(2-methoxy-5-nitrophenylamino)-5-methylpyrimidin-4-yl)-3-methyl-1H-pyridine COC1=C(C=C(C=C1)[N+](=O)[O-])NC1=NC=C(C(=N1)N1CC(=CC=C1)C)C